O[C@@]1(C(N(CC1)C)=O)C=1N=NN(C1)C1=NC(=CC=C1)C1=NC(=NC=C1)N[C@H](C)C=1C=NN(C1)C (R)-3-Hydroxy-1-methyl-3-(1-(6-(2-(((R)-1-(1-methyl-1H-pyrazol-4-yl)ethyl)amino)pyrimidin-4-yl)pyridin-2-yl)-1H-1,2,3-triazol-4-yl)pyrrolidin-2-one